4-amino-2-cyanopyridine NC1=CC(=NC=C1)C#N